3,7,11,15-tetramethyl-hexadecanoic acid CC(CC(=O)O)CCCC(CCCC(CCCC(C)C)C)C